ClC1=C(C=C(C=C1)NC1OCCCC1)C#CC1COCC1 ((4-chloro-3-((tetrahydrofuran-3-yl)ethynyl)phenyl)amino)tetrahydro-2H-pyran